CS(=O)(=O)OC1CC2C(C2C1)NC(=O)OCC1=CC=CC=C1 6-(((benzyloxy)carbonyl)amino)bicyclo[3.1.0]hexan-3-yl methanesulfonate